C(CCCCCCCCCCCCCCCCCCCCCCCCCCC)(=O)OCCO ethylene glycol monomontanate